C(C1=CC=CC=C1)C1=NC(=NN1)C(=O)N[C@@H]1C(N(C2=C(OC1)C=CC(=C2)CCCCO)C)=O (S)-5-benzyl-N-(7-(4-hydroxybutyl)-5-methyl-4-oxo-2,3,4,5-tetrahydrobenzo[b][1,4]oxazepin-3-yl)-1H-1,2,4-triazole-3-carboxamide